3-[[4-[(2R)-2-Amino-4,4-dimethyl-pentoxy]-6-[2-(cyclopentylmethyl)-6-methyl-phenyl]-5-methyl-pyrimidin-2-yl]sulfamoyl]benzoic acid N[C@@H](COC1=NC(=NC(=C1C)C1=C(C=CC=C1C)CC1CCCC1)NS(=O)(=O)C=1C=C(C(=O)O)C=CC1)CC(C)(C)C